(Z)-2-(methoxycarbonyl)-3-phenylprop-2-ene-1-sulfonic Acid COC(=O)/C(/CS(=O)(=O)O)=C/C1=CC=CC=C1